((S)-1-(6-methoxypyridin-3-yl)ethyl)-2-methylpropan COC1=CC=C(C=N1)[C@@H](C)CC(C)C